r-(7-bromo-6-methyl-pyrazolo[1,5-a]pyrazin-4-yl)-6-methoxy-spiro[indane-2,4'-piperidine]-1-one BrC1=C(N=C(C=2N1N=CC2)N2CCC1(CC2)C(C2=CC(=CC=C2C1)OC)=O)C